C1(=CC=CC=C1)S(=O)(=O)OCCCCCCCCCCCCCCCCC.[Ca] calcium heptadecyl benzenesulfonate